FC1=C(C=C(C=C1)N1C2=CC=3C=NNC3N=C2C=C1C(C)C)OC 10-(4-fluoro-3-methoxy-phenyl)-11-isopropyl-2,4,5,10-tetrazatricyclo[7.3.0.03,7]dodeca-1,3(7),5,8,11-pentaene